C(C)(C)(C)OC(N[C@@H](CC=1C(=NC(=C(C1)O)Cl)I)C(C)(C)C)=O (S)-(1-(6-chloro-5-hydroxy-2-iodopyridin-3-yl)-3,3-dimethylbut-2-yl)carbamic acid tert-butyl ester